NC(C1=CC=CC=C1)(N)O Diaminobenzyl alcohol